6-methoxy-4-(2-methoxy-2-oxo-ethyl)-2,3-dihydroquinoxaline-1-carboxylic acid tert-butyl ester C(C)(C)(C)OC(=O)N1CCN(C2=CC(=CC=C12)OC)CC(=O)OC